benzyl 2'-(difluoromethyl)-5'-methoxy-6-(8-oxo-4,7-diazaspiro[2.5]octan-7-yl)-[4,4'-bipyridine]-3-carboxylate FC(C1=NC=C(C(=C1)C1=C(C=NC(=C1)N1CCNC2(CC2)C1=O)C(=O)OCC1=CC=CC=C1)OC)F